C(=C)C1=CC=C(C=C1)S(=O)(=O)[O-].[NH4+] ammonium 4-vinylbenzenesulfonate salt